1-(4-phenylthiophenyl)-butane-1,2-dione 2-oxime C1(=CC=CC=C1)SC1=CC=C(C=C1)C(C(CC)=NO)=O